C(C)(C)(C)C1=CC=C(C=C1)C1(CC1)NC(C(C)(C)C)=O N-(1-(4-tert-butylphenyl)cyclopropyl)pivalamide